C(#N)C1(CCN(CC1)C(=O)OC(C)(C)C)NCC1=CC=C(C=C1)OC tert-butyl 4-cyano-4-[(4-methoxyphenyl)methylamino]piperidine-1-carboxylate